COC=1C=C(C=CC1N1N=C(C=2C=NC(=CC21)C=2C=NN1C2N=CC=C1)NCCN1CCCCC1)NS(=O)(=O)C1CC1 N-(3-methoxy-4-(3-((2-(piperidin-1-yl)ethyl)amino)-6-(pyrazolo[1,5-a]pyrimidin-3-yl)-1H-pyrazolo[4,3-c]pyridin-1-yl)phenyl)cyclopropanesulfonamide